5-chloro-2-(4,4-difluoroazepan-1-yl)-4,6-dimethyl-pyridine-3-carboxylic acid ClC=1C(=C(C(=NC1C)N1CCC(CCC1)(F)F)C(=O)O)C